NC=1N=C(C(=NC1N)C#N)C#N 5,6-diaminopyrazine-2,3-dicarbonitrile